(R)-6-chloro-3-((1-(2-(4-(5-fluoropyridin-2-yl)piperazin-1-yl)-3,6-dimethyl-4-oxo-3,4-dihydroquinazolin-8-yl)ethyl)amino)-N-(methylsulfonyl)picolinamide ClC1=CC=C(C(=N1)C(=O)NS(=O)(=O)C)N[C@H](C)C=1C=C(C=C2C(N(C(=NC12)N1CCN(CC1)C1=NC=C(C=C1)F)C)=O)C